C1(CC1)C1=C(C(=CC(=C1)OC(F)F)C(C)C)NC(=O)N=[S@](=O)(N)C1=CC=C(C=C1)CN(C)C (R)-N'-(2-cyclopropyl-4-(difluoromethoxy)-6-isopropylphenyl-carbamoyl)-4-((dimethylamino)methyl)benzenesulfonimidamide